(1r,4r)-4-(benzyl-(tert-butoxycarbonyl)amino)cyclohexane-1-carboxylic acid C(C1=CC=CC=C1)N(C1CCC(CC1)C(=O)O)C(=O)OC(C)(C)C